(R)-3-amino-6-(3-methyl-3H-benzo[d]imidazol-5-yl)-N-((1-methylpyrrolidin-2-yl)methyl)-5-(2H-1,2,3-triazol-2-yl)pyrazine-2-carboxamide NC=1C(=NC(=C(N1)N1N=CC=N1)C1=CC2=C(N=CN2C)C=C1)C(=O)NC[C@@H]1N(CCC1)C